Cl.Cl.C1=NC(=CC2=CC=CC=C12)N1CC(C(C1)C1=CC=CC=C1)C(=O)N (Isoquinolin-3-yl)-4-phenylpyrrolidine-3-carboxamide dihydrochloride